(R)-3-(3-(difluoromethoxy)phenyl)-1-isopropyl-N-(isoxazol-4-ylmethyl)-4,5,6,7-tetrahydro-1H-indazole-6-carboxamide FC(OC=1C=C(C=CC1)C1=NN(C=2C[C@@H](CCC12)C(=O)NCC=1C=NOC1)C(C)C)F